7-(Cyclohexylamino)-6-fluoro-2-(((tetrahydro-2H-pyran-4-yl)thio)methyl)quinazolin-4(3H)-one C1(CCCCC1)NC1=C(C=C2C(NC(=NC2=C1)CSC1CCOCC1)=O)F